tert-butyl (5-(1-amino-2-ethoxyethyl)pyridin-3-yl)carbamate NC(COCC)C=1C=C(C=NC1)NC(OC(C)(C)C)=O